C[Si](N(C(C1=CC=CC=C1)=O)C)(N(C(C1=CC=CC=C1)=O)C)OCC Methylethoxy-bis(N-Methyl-benzamido)silan